FC=1C=C2C(=CN(C(C2=CC1F)=O)C)[C@@H](C)N(C(C1=CC(=C(C=C1)C(F)(F)F)F)=O)C (R)-N-(1-(6,7-difluoro-2-methyl-1-oxo-1,2-dihydroisoquinolin-4-yl)ethyl)-3-fluoro-N-methyl-4-(trifluoromethyl)benzamide